FC(C1=C(C=C2CCCN(C2=C1)C=1C=C(C=C2CCN(CC12)C(NC)=O)C1CCN(CC1)C1=C(C(=O)O)C=CC=C1)C=1C=NN(C1)C)F 4-{8-[7-(difluoromethyl)-6-(1-methylpyrazol-4-yl)-3,4-Dihydro-2H-quinolin-1-yl]-2-(methylcarbamoyl)-3,4-dihydro-1H-isoquinolin-6-yl}piperidin-1-ylbenzoic acid